4-methyl-N-[4-methyl-1-(2,2,2-trifluoroethyl)-1H-pyrazol-3-yl]-3-[2-(pyridin-3-yl)ethynyl]benzamide (prop-2-yn-1-yl)carbamate C(C#C)NC(O)=O.CC1=C(C=C(C(=O)NC2=NN(C=C2C)CC(F)(F)F)C=C1)C#CC=1C=NC=CC1